ethyl 4-(3-aminopropanamido)-1-methylimidazole-2-carboxylate NCCC(=O)NC=1N=C(N(C1)C)C(=O)OCC